BrC1=CC=C(C=N1)C(C(F)(F)F)N[S@](=O)C(C)(C)C (R)-N-(1-(6-bromopyridin-3-yl)-2,2,2-trifluoroethyl)-2-methylpropane-2-sulfinamide